3-amino-1-(2-((6-amino-9H-purin-9-yl)methyl)-5-chloro-3-ethylphenyl)-N-cyclopropylpyrrolidine-3-carboxamide NC1(CN(CC1)C1=C(C(=CC(=C1)Cl)CC)CN1C2=NC=NC(=C2N=C1)N)C(=O)NC1CC1